C(C1=CC=CC=C1)N1CCC2(CC1)NC(CC1=CC(=C(C=C12)OC)OC)=O 1'-benzyl-6,7-dimethoxy-2H-spiro[isoquinoline-1,4'-piperidin]-3(4H)-one